5-fluoro-benzoic acid methyl ester COC(C1=CC=CC(=C1)F)=O